C(C1=CC=CC=C1)(=O)NC1=CC(=NN1C)C1=CC=C(C=C1)NC(OC(C)(C)C)=O tert-Butyl (4-(5-benzamido-1-methyl-1H-pyrazol-3-yl)phenyl)carbamate